NC1=NC2=NC=C(N=C2C(=N1)N)CN(C)C1=CC=C(C(=O)O)C=C1 4-[N-(2,4-diamino-6-pteridinylmethyl)-N-methylamino]benzoic acid